C(C)C=1C=C(C(=NC1)N1CCN(CC1)C(=O)C1=C(C=C(C=C1)[C@]1(C(NC(N1)=O)=O)C)F)C (S)-5-{4-[4-(5-ethyl-3-methylpyridin-2-yl)piperazine-1-carbonyl]-3-fluorophenyl}-5-methylimidazolidine-2,4-dione